4,6-dinitroguaiacol [N+](=O)([O-])C=1C=C(C(=C(C1)[N+](=O)[O-])OC)O